BrC=1C2=C(C=3C(=NC(=NC3C1F)SCC)N1[C@H]3CN[C@@H](C1)C3)COC2 6-Bromo-1-[(1R,4R)-2,5-diazabicyclo[2.2.1]heptane-2-yl]-3-ethylsulfanyl-5-fluoro-7,9-dihydrofuro[3,4-f]quinazoline